6-(2-(6-((3R,5R)-3-amino-5-fluoropiperidine-1-carbonyl)-4-methoxy-3-methylbenzo[b]thiophen-2-yl)-1-(cyclopropylmethyl)-1H-indol-6-yl)isoindolin-1-one N[C@H]1CN(C[C@@H](C1)F)C(=O)C=1C=C(C2=C(SC(=C2C)C=2N(C3=CC(=CC=C3C2)C2=CC=C3CNC(C3=C2)=O)CC2CC2)C1)OC